The molecule is a member of the calss of benzofurans that is a homodimer of para-coumarylagmatine where a hydroxy group of one molecule has reacted across the other molecule's ethene double bond to combine the two molecules and form a furan ring. It has a role as a metabolite and an adrenergic antagonist. It is a member of benzofurans, a member of guanidines, a member of phenols, a dicarboxylic acid diamide and an aromatic ether. It derives from a p-coumaroylagmatine. C1=CC(=CC=C1[C@@H]2[C@H](C3=C(O2)C=CC(=C3)/C=C/C(=O)NCCCCN=C(N)N)C(=O)NCCCCN=C(N)N)O